ClC1=C(C(=O)NC2(CC2)C#N)C=C(C=C1)C=1C=NN(C1)C=1N(N=C(C1C(F)(F)F)OCC(C(C(C(C(C(C(F)(F)F)(F)F)(F)F)(F)F)(F)F)(F)F)(F)F)C 2-chloro-N-(1-cyanocyclopropyl)-5-[1-[2-methyl-5-(2,2,3,3,4,4,5,5,6,6,7,7,8,8,8-pentadecafluorooctyloxy)-4-(trifluoromethyl)pyrazol-3-yl]pyrazol-4-yl]benzamide